NCCNC(=O)C1=NC=C(N=C1)C(F)(F)C1=CC(=NC(=C1)N1CCN(CC1)S(=O)(=O)C1=CC=C(C=C1)N1C(C[C@H](C1)N)=O)Cl N-(2-aminoethyl)-5-[[2-chloro-6-[4-[4-[(4R)-4-amino-2-oxo-pyrrolidin-1-yl]phenyl]sulfonylpiperazin-1-yl]-4-pyridinyl]-difluoro-methyl]pyrazine-2-carboxamide